propenamide C(C=C)(=O)N